tetrafluoropalladium borate B(O)(O)O.F[Pd](F)(F)F